N-(4-mesitylbenzothiazol-2-yl)pivalamide C1(=C(C(=CC(=C1)C)C)C1=CC=CC2=C1N=C(S2)NC(C(C)(C)C)=O)C